hexa-guanidinohexanoate N(C(=N)N)C(C(C(C(=O)[O-])(NC(=N)N)NC(=N)N)(NC(=N)N)NC(=N)N)(CC)NC(=N)N